5-(1-(2,2-Difluoroethyl)-1H-benzo[d][1,2,3]triazol-6-yl)-N-((3R,4S)-4-fluoro-1-methylpyrrolidin-3-yl)-4-methoxypyrrolo[2,1-f][1,2,4]triazin-2-amine FC(CN1N=NC2=C1C=C(C=C2)C=2C=CN1N=C(N=C(C12)OC)N[C@@H]1CN(C[C@@H]1F)C)F